O[C@H]1CNCC[C@@H]1CNC(=O)C1=CC2=C(N3C(S2)=NC(=C3)C3=CC=C(C=C3)C(NC)=O)C=C1 N-(((3R,4R)-3-hydroxypiperidin-4-yl)methyl)-2-(4-(methylcarbamoyl)phenyl)benzo[d]imidazo[2,1-b]thiazole-7-carboxamide